(2R,4R)-N-(4-tert-butylphenyl)-N-[2-(cyclopentylamino)-2-oxo-1-(3-pyridyl)ethyl]-4-hydroxy-pyrrolidine-2-carboxamide C(C)(C)(C)C1=CC=C(C=C1)N(C(=O)[C@@H]1NC[C@@H](C1)O)C(C(=O)NC1CCCC1)C=1C=NC=CC1